1-(3-methyl-3-(cycloheptylmethyl)-5-bromoindolin-1-yl)-1-octanone CC1(CN(C2=CC=C(C=C12)Br)C(CCCCCCC)=O)CC1CCCCCC1